5-[6-(methylamino)pyrimidin-4-yl]-2-{3-[3-(methylamino)pyrrolidin-1-yl]-1,2,4-triazin-6-yl}phenol CNC1=CC(=NC=N1)C=1C=CC(=C(C1)O)C1=CN=C(N=N1)N1CC(CC1)NC